ClC=1C(=NC(=NC1)NC1=C(C=C(C(=C1)Cl)N1CCN(CC1)CCO)OC)NC=1C(=NC=CC1)N1C(CCC1)=O 1-(3-((5-chloro-2-((5-chloro-4-(4-(2-hydroxyethyl)piperazin-1-yl)-2-methoxyphenyl)amino)pyrimidin-4-yl)amino)pyridin-2-yl)pyrrolidin-2-one